C(C)C1=C(C=CC(=C1)CC)CC(=O)O 2,4-Diethylbenzeneacetic acid